P(=O)(OC)(OC1=C(C=CC=C1)Cl)OC[C@@H](COCCCCCCCCCCCCCCC)OCC1=CC(=CC(=C1)F)C#N methyl (2-chlorophenyl) ((R)-2-((3-cyano-5-fluorobenzyl)oxy)-3-(pentadecyloxy)propyl) phosphate